ClP1C(CCC(C1)C1=CC=CC=C1)C1=CC=CC=C1 (rac)-1-chloro-2,5-diphenylphosphinane